ClC=1C=C(C=C(C1)Cl)C(C(F)(F)F)N[C@H](C(=O)O)CC(C)C (2S)-2-{[1-(3,5-dichlorophenyl)-2,2,2-trifluoroethyl]amino}-4-methylpentanoic acid